C(C)(C)(C)OC(=O)N1C[C@@H](CCC1)C(NC1=NN(C2=CC=C(C=C12)C1=C(C=CC(=C1)Cl)Cl)C(C1=CC=CC=C1)(C1=CC=CC=C1)C1=CC=CC=C1)=O (3R)-3-{[5-(2,5-dichlorophenyl)-1-trityl-1H-indazol-3-yl]carbamoyl}piperidine-1-carboxylic acid tert-butyl ester